4-(4-(2-(2,6-dioxopiperidin-3-yl)-1,3-dioxoisoindol-4-yl)piperazin-1-yl)-N-methylbutanamide O=C1NC(CCC1N1C(C2=CC=CC(=C2C1=O)N1CCN(CC1)CCCC(=O)NC)=O)=O